C(CCCCCCC)OC=1C2=CC=CC=C2C(=C2C=CC=CC12)OCCCCCCCC 9,10-bis(n-octyloxy)anthracene